N-(5-(4-(4-(2-amino-4-(difluoromethyl)pyrimidin-5-yl)-6-morpholino-1,3,5-triazin-2-yl)piperazin-1-yl)-5-oxopentyl)acrylamide NC1=NC=C(C(=N1)C(F)F)C1=NC(=NC(=N1)N1CCOCC1)N1CCN(CC1)C(CCCCNC(C=C)=O)=O